C(CCC)C1C2C=CC(C1)C2 5-n-butyl-norbornene